(2-methoxy-4-(1-methyl-1H-tetrazol-5-yl)phenyl)formamide COC1=C(C=CC(=C1)C1=NN=NN1C)NC=O